BrC=1C=NN(C1C1=C(C#N)C(=CC(=C1)C)Cl)C 2-(4-bromo-1-methyl-1H-pyrazol-5-yl)-6-chloro-4-methylbenzonitrile